bis(monoethoxy dimethyl-silylpropyl) tetrasulfide C(C)OC(CC([SiH3])(C)C)SSSSC(CC([SiH3])(C)C)OCC